ClC1=C(C=CC=C1Cl)SCC(=O)N1CC2=CC=CC=C2C1 2-[(2,3-dichlorophenyl)sulfanyl]-1-(1,3-dihydro-2H-isoindol-2-yl)ethanone